COCCOC=1C=C2C(=NC1)C=CN2C[C@@H]2CC[C@H](CC2)C(=O)O trans-4-[[6-(2-methoxyethoxy)pyrrolo[3,2-b]pyridin-1-yl]methyl]cyclohexanecarboxylic acid